3-(6-(1-(2,2-difluorobenzo[d][1,3]dioxol-5-yl)cyclopropane-1-carboxamido)-3-methylpyridin-2-yl)benzamide FC1(OC2=C(O1)C=CC(=C2)C2(CC2)C(=O)NC2=CC=C(C(=N2)C=2C=C(C(=O)N)C=CC2)C)F